tert-butyl N-[(3S)-1-[5-(trifluoro-methyl)pyridin-3-yl]piperidin-3-yl]carbamate FC(C=1C=C(C=NC1)N1C[C@H](CCC1)NC(OC(C)(C)C)=O)(F)F